2''-chloro-2-fluoro-4-methoxy-3-nitro-1,1':2',1''-terphenyl ClC1=C(C=CC=C1)C=1C(=CC=CC1)C1=C(C(=C(C=C1)OC)[N+](=O)[O-])F